FC1=C(C=CC=C1)C=1OC2=CC=CC=3C2=C(C1)C=CC3 2-(2-fluorophenyl)benzo[de]chromene